5-ethyl-N-(7-fluorobenzo[d]isoxazol-3-yl)-2-methoxybenzenesulfonamide C(C)C=1C=CC(=C(C1)S(=O)(=O)NC1=NOC2=C1C=CC=C2F)OC